2-amino-9-[(2R,3R,4S,5R)-3,4-dihydroxy-5-(hydroxymethyl)oxolan-2-yl]-3H-purine-6-thione NC1=NC(C=2N=CN(C2N1)[C@@H]1O[C@@H]([C@H]([C@H]1O)O)CO)=S